C(C1=CC=CC=C1)C1(C[C@@H]2[C@@H](CN(C2)CC(C2=CC=C(C=C2)C(C)(C)O)O)C1)O |r| rac-(3aR,5r,6aS)-5-benzyl-2-(2-hydroxy-2-(4-(2-hydroxypropan-2-yl)phenyl)ethyl)octahydrocyclopenta[c]pyrrol-5-ol